C(C)C=1C(NC2=CC(=CN=C2C1)CN1CCN(CC1)C=1C=C2C=NN(C(C2=CC1)=C=O)C)=O 3-ethyl-7-((4-(2-methyl-1-carbonyl-1,2-dihydrophthalazin-6-yl)piperazin-1-yl)methyl)-1,5-diAzanaphthalen-2(1H)-one